ClC1=C(OCC=2C=C(C=CC2)C(C2CCN(CC2)C(=O)OC(C)(C)C)F)C=CC(=C1)C tert-Butyl 4-((3-((2-chloro-4-methylphenoxy)methyl)phenyl)fluoromethyl)piperidine-1-carboxylate